NCCOC=1N=NC(=CC1NC1=CC=NC2=CC(=CC=C12)OCCN1CCN(CC1)C)C1=C(C=CC(=C1)Cl)F N-[3-(2-aminoethoxy)-6-(5-chloro-2-fluorophenyl)pyridazin-4-yl]-7-[2-(4-methylpiperazin-1-yl)ethoxy]quinolin-4-amine